3-(5-bromo-1-((2-(trimethylsilyl)ethoxy)methyl)-1H-pyrazolo[3,4-b]pyridin-3-yl)-5-fluoroaniline BrC=1C=C2C(=NC1)N(N=C2C=2C=C(N)C=C(C2)F)COCC[Si](C)(C)C